2-[2-(aminomethyl)-3,3-difluoro-allyl]-4-[[5-(2-ethoxypyrimidin-5-yl)-2-thienyl]methyl]-1,2,4-triazol-3-one NCC(CN1N=CN(C1=O)CC=1SC(=CC1)C=1C=NC(=NC1)OCC)=C(F)F